3-benzoyl-5,7-di(methoxyethoxy)-coumarin C(C1=CC=CC=C1)(=O)C=1C(OC2=CC(=CC(=C2C1)OCCOC)OCCOC)=O